FC1(CCN(CC1)CC1=CC=C(CNC2=C3C(N(C=NC3=CC=C2)C2C(NC(CC2)=O)=O)=O)C=C1)F 3-(5-((4-((4,4-difluoropiperidin-1-yl)methyl)benzyl)amino)-4-oxoquinazolin-3(4H)-yl)piperidine-2,6-dione